OC=1C=C(C=NC1)C(=O)N1CC2(CCC2)[C@H](C1)C1=CC=CC=C1 (R)-(5-hydroxypyridin-3-yl)(8-phenyl-6-azaspiro[3.4]octan-6-yl)methanone